N-[5-({4-[(2S)-2-({2-ethyl-7-methylthieno[3,2-d]pyrimidin-4-yl}amino)propyl]piperazin-1-yl}sulfonyl)-4-methyl-1,3-thiazol-2-yl]acetamide C(C)C=1N=C(C2=C(N1)C(=CS2)C)N[C@H](CN2CCN(CC2)S(=O)(=O)C2=C(N=C(S2)NC(C)=O)C)C